3-(ethylsulfonyl)-4-[3-methyl-6-(trifluoromethyl)imidazo[4,5-c]pyridin-2-yl]-phenol C(C)S(=O)(=O)C=1C=C(C=CC1C1=NC2=C(C=NC(=C2)C(F)(F)F)N1C)O